C1(CC1)[C@H]1C(NC=2C(=NC(=NC2N1C)NCC=1C=NN(C1)CC1=CC(=NN1C)C(F)(F)F)C)=O (7S)-7-cyclopropyl-4,8-dimethyl-2-(((1-((1-methyl-3-(trifluoromethyl)-1H-pyrazol-5-yl)methyl)-1H-pyrazol-4-yl)methyl)amino)-7,8-dihydropteridin-6(5H)-one